NCC1=CC(=C2CN(C(C2=C1)=O)C1=CC(=CC=C1)C1(CC(C1)(F)F)C(C1=NN=CN1C)(F)F)C(F)(F)F 6-(aminomethyl)-2-(3-(1-(difluoro(4-methyl-4H-1,2,4-triazol-3-yl)methyl)-3,3-difluorocyclobutyl)phenyl)-4-(trifluoromethyl)isoindolin-1-one